C(CCC)C1CCCC(O1)C=1C=C2CN(C(C2=CC1)=O)C1CNCCC1 3-(5-(6-butyltetrahydro-2H-pyran-2-yl)-1-oxoisoindolin-2-yl)piperidine